C(C)(C)(C)OC(CC1(CCN(CC1)C1=C(C=C(NCCC(=O)O)C=C1)C(F)(F)F)O)=O 3-[4-[4-(2-tert-butoxy-2-oxo-ethyl)-4-hydroxy-1-piperidinyl]-3-(trifluoromethyl)anilino]propionic acid